N2-(2-methoxy-4-(4-(4-methylpiperazin-1-yl)piperidin-1-yl)phenyl)-9-methyl-N6-(1-(methylsulfonyl)indolin-7-yl)-9H-purine-2,6-diamine COC1=C(C=CC(=C1)N1CCC(CC1)N1CCN(CC1)C)NC1=NC(=C2N=CN(C2=N1)C)NC=1C=CC=C2CCN(C12)S(=O)(=O)C